5-methyl-3-[[(2R)-1-methylazetidin-2-yl]methoxy]isoxazol CC1=CC(=NO1)OC[C@@H]1N(CC1)C